(2S,4aS,6aS,6bR,8aR,10S,12aS,12bR,14bR)-10-hydroxy-2,4a,6a,6b,9,9,12a-heptamethyl-13-oxo-1,2,3,4,4a,5,6,6a,6b,7,8,8a,9,10,11,12,12a,12b,13,14b-icosahydropicene-2-carboxylic acid O[C@@H]1C([C@@H]2CC[C@]3([C@@]4(CC[C@]5(CC[C@@](C[C@H]5C4=CC([C@@H]3[C@]2(CC1)C)=O)(C(=O)O)C)C)C)C)(C)C